((1-propenoylaziridin-3-yl)ethynyl)-6-(1-methyl-1H-pyrazol-4-yl)pyrazolo[1,5-a]pyridine-3-carbonitrile C(C=C)(=O)N1CC1C#CC1=NN2C(C=CC(=C2)C=2C=NN(C2)C)=C1C#N